CC1=NC(=CC(=C1NC(CC1=CC(=CC=C1)F)=O)C)N1CCOCC1 N-(2,4-Dimethyl-6-morpholin-4-yl-pyridin-3-yl)-2-(3-fluoro-phenyl)-acetamide